BrC=1C=C2C(=NC=NC2=CC1O[C@@H]1COCC1)Cl (S)-6-bromo-4-chloro-7-((tetrahydrofuran-3-yl)oxy)quinazoline